(3R)-1-ethyl-N-(7-methoxy-6-{[2-(pyrrolidin-1-yl)ethoxy]methyl}-1H,2H,3H-cyclopenta[b]quinolin-9-yl)piperidin-3-amine C(C)N1C[C@@H](CCC1)NC1=C2C(=NC=3C=C(C(=CC13)OC)COCCN1CCCC1)CCC2